N=1C=NN2C1C=C(C=C2)OC2=C(C=C(C=C2)NC2=NC=NC1=CC=3OC[C@H]4N(C3N=C12)CCN(C4)C)C (S)-N-(4-([1,2,4]triazolo[1,5-a]pyridin-7-yloxy)-3-methylphenyl)-3-methyl-1,2,3,4,4a,5-hexahydropyrazino[1,2-d]pyrimido[4',5':5,6]pyrido[3,2-b][1,4]oxazin-11-amine